1-(1-isopropyl-6-(piperazine-1-carbonyl)-1H-indol-4-yl)dihydropyrimidine-2,4(1H,3H)-dione C(C)(C)N1C=CC2=C(C=C(C=C12)C(=O)N1CCNCC1)N1C(NC(CC1)=O)=O